C12N(CC(CC1)C2)C2=CC=C(C=N2)C2=CC=CC=1N2N=CC1C(=O)N1CCCCC1 (7-(6-(2-azabicyclo[2.2.1]heptan-2-yl)pyridin-3-yl)pyrazolo[1,5-a]pyridin-3-yl)(piperidin-1-yl)methanone